5-[(1,2-dimethyl-1H-imidazol-4-yl)sulfonylamino]-1,3-thiazole-4-carboxylic acid CN1C(=NC(=C1)S(=O)(=O)NC1=C(N=CS1)C(=O)O)C